8-Amino-3-(benzyloxy)-6H-benzo[c]chromen-6-one NC=1C=CC2=C(C(OC3=CC(=CC=C23)OCC2=CC=CC=C2)=O)C1